4-(4-methoxybenzo[d]oxazol-2-yl)-6,7-dihydro-1H-imidazo[4,5-c]pyridin COC1=CC=CC2=C1N=C(O2)C2=NCCC1=C2N=CN1